NCCC(O[SiH](OC)OC)CCN bis(2-aminoethyl)(trimethoxy)silane